BrC=1C=CC=2N(C1)C(=CN2)CO[Si](C)(C)C(C)(C)C 6-bromo-3-(((tert-butyldimethylsilyl)oxy)methyl)imidazo[1,2-a]pyridine